NCC[Si](OCCC)(OCCC)OCCC 2-aminoethyltripropoxysilane